5-(4-((7-chloro-6-oxo-3,4,5,6-tetrahydro-2H-pyrano[3,2-b]pyridin-3-yl)methyl)piperazin-1-yl)-6-fluoro-N-methylpicolinamide ClC1=CC2=C(NC1=O)CC(CO2)CN2CCN(CC2)C=2C=CC(=NC2F)C(=O)NC